O[C@@H]1CC[C@H](CC1)N1C(C2=CC=CC=C2C1=O)=O 2-((trans)-4-hydroxycyclohexyl)isoindoline-1,3-dione